6-(2,6-dimethylphenyl)-7-methyl-9-oxa-2λ6-thia-3,5,13,20-tetraazatricyclo[13.3.1.14,8]icosa-1(19),4,6,8(20),15,17-hexaene-2,2,14-trione CC1=C(C(=CC=C1)C)C=1N=C2NS(C=3C=CC=C(C(NCCCOC(C1C)=N2)=O)C3)(=O)=O